N-tert-butoxycarbonyl-2-(6-methoxy-2-oxo-2,3-dihydro-1,3-benzoxazol-3-yl)ethylamine C(C)(C)(C)OC(=O)NCCN1C(OC2=C1C=CC(=C2)OC)=O